NC1=C(C(=NN1C(C(F)(F)F)C1COCC1)C1=CC=CC=C1)C#N 4-[5-amino-4-cyano-1-(2,2,2-trifluoro-1-tetrahydrofuran-3-yl-ethyl)pyrazol-3-yl]Benzene